O[C@H]1C[C@@H](CCC1)N1CC2(C3=C1N=C(N=C3)NC=3C(=NNC3)C3OCCCC3)CC2 7'-((1R,3R)-3-hydroxycyclohexyl)-2'-((3-(tetrahydro-2H-pyran-2-yl)-1H-pyrazol-4-yl)amino)spiro[cyclopropane-1,5'-pyrrolo[2,3-d]pyrimidin]